N1=CC=C(C=C1)C=1NC=NN1 5-(pyridin-4-yl)-4H-1,2,4-triazol